CN1C(=NOC1=O)C1=CC=C(C=C1)B(O)O 4-(4-methyl-5-oxo-1,2,4-oxadiazol-3-yl)phenylboronic acid